2,2'-(pentane-1,5-diyl)bis(5-phenylpyridazin-3(2H)-one) C(CCCCN1N=CC(=CC1=O)C1=CC=CC=C1)N1N=CC(=CC1=O)C1=CC=CC=C1